3-(4-(1H-pyrazol-4-yl)phenyl)-1-(3-methoxybenzyl)-2-oxo-1,3,8-triazaspiro[4.5]decane-8-carboxylic acid tert-butyl ester C(C)(C)(C)OC(=O)N1CCC2(CN(C(N2CC2=CC(=CC=C2)OC)=O)C2=CC=C(C=C2)C=2C=NNC2)CC1